6-bromo-2-(tert-butyl)-N-methyl-3-oxoisoindoline-4-sulfonamide BrC=1C=C(C=2C(N(CC2C1)C(C)(C)C)=O)S(=O)(=O)NC